[C@H]12CN(C[C@H](CC1)N2)C2=NC(=NC1=C(C(=CC=C21)C2=CC(=CC1=CC=C(C(=C21)CC)F)O)F)OCC2(CC2)CN2CCCC2 4-(4-((1R,5S)-3,8-diazabicyclo[3.2.1]octan-3-yl)-8-fluoro-2-((1-(pyrrolidin-1-ylmethyl)cyclopropyl)methoxy)quinazolin-7-yl)-5-ethyl-6-fluoronaphthalen-2-ol